2-(4-(piperidin-1-yl)-3-(1-(2,2,2-trifluoroethyl)-1H-indazole-3-carboxamido)benzamido)nicotinic acid N1(CCCCC1)C1=C(C=C(C(=O)NC2=C(C(=O)O)C=CC=N2)C=C1)NC(=O)C1=NN(C2=CC=CC=C12)CC(F)(F)F